formic acid hexylester C(CCCCC)OC=O